OCC1C(C1)NC(=O)C=1C=C(C(N(C1)CC1=CC(=CC=C1)C)=O)C(=O)NC N5-(2-(hydroxymethyl)cyclopropyl)-N3-methyl-1-(3-methylbenzyl)-2-oxo-1,2-dihydropyridine-3,5-dicarboxamide